ClC=1C2=C(N=C(N1)CN1C(C3=CC=CC=C3C1=O)=O)C=CC=N2 2-((4-chloropyrido[3,2-d]pyrimidin-2-yl)methyl)isoindoline-1,3-dione